tri(2,2,2-trifluoroethyl)boric acid FC(COB(OCC(F)(F)F)OCC(F)(F)F)(F)F